ClC=1C=C(C=C(C1)SCC)NC(=O)C=1SC(=C(C1)C1=NC=C(C=C1Cl)F)C N-(3-chloro-5-(ethylsulfanyl)phenyl)-4-(3-chloro-5-fluoropyridin-2-yl)-5-methylthiophene-2-carboxamide